The molecule is an octadecatetraenoic acid having four double bonds located at positions 5, 9, 12 and 15 (the all-cis-isomer). It has a role as an algal metabolite and a plant metabolite. CC/C=C\\C/C=C\\C/C=C\\CC/C=C\\CCCC(=O)O